2-((E)-2-((E)-4-chloro-5-(2-((E)-1-ethyl-3,3-dimethylindolin-2-ylidene)ethylidene)-5,6-dihydro-2H-thiopyran-3-yl)vinyl)-1-ethyl-3,3-dimethyl-3H-indol-1-ium ClC/1=C(CSC\C1=C/C=C\1/N(C2=CC=CC=C2C1(C)C)CC)/C=C/C1=[N+](C2=CC=CC=C2C1(C)C)CC